C(C)(=O)[O-].C(C)[NH+](CC)CC triethylammonium acetate salt